2-({3-chloro-7H-pyrrolo[2,3-c]pyridazin-7-yl}methyl)pyrrolidine hydrochloride Cl.ClC1=CC2=C(N=N1)N(C=C2)CC2NCCC2